2-butoxybenzylidenesuccinic acid dipropyl ester C(CC)OC(C(CC(=O)OCCC)=CC1=C(C=CC=C1)OCCCC)=O